C(=O)(O)C(CC(=O)O)(CC(=O)O)O.C(=O)C1CCC(CC1)N1N=C2C=C(C(=CC2=C1)NC(=O)C1=NC(=CC=C1)C(F)(F)F)C(C)C N-[2-(4-formylcyclohexyl)-6-isopropyl-indazol-5-yl]-6-(trifluoromethyl)pyridine-2-carboxamide 3-carboxy-3,5-dihydroxy-5-oxo-pentanoate